4,4-hexanediol CCCC(CC)(O)O